2-(difluoromethyl)pyridine-3-sulfonamide FC(C1=NC=CC=C1S(=O)(=O)N)F